NC1=C(SC2=NC(=C(C(=C21)C2=CC=CC=C2)C#N)C2=CC=1C(N=C2)=NN(C1)C)[S@](=O)CCOC (R)-3-amino-2-((2-methoxyethyl)sulfinyl)-6-(2-methyl-2H-pyrazolo[3,4-b]pyridin-5-yl)-4-phenylthieno[2,3-b]pyridine-5-carbonitrile